(R)-6-cyclopropyl-2-ethyl-4-((1-(2-methyl-3-(trifluoromethyl)phenyl)ethyl)amino)-2,6-dihydropyrido[3,4-d]pyridazine-1,7-dione C1(CC1)N1C=C2C(=NN(C(C2=CC1=O)=O)CC)N[C@H](C)C1=C(C(=CC=C1)C(F)(F)F)C